6-(2-chloro-4-methylphenyl)-2-(phenylamino)-1H-benzo[d]imidazole-4-carboxylic acid ClC1=C(C=CC(=C1)C)C=1C=C(C2=C(NC(=N2)NC2=CC=CC=C2)C1)C(=O)O